FCCN1CC(C1)N 1-(2-fluoroethyl)azetidine-3-amine